7-(8-ethyl-7-fluoro-3-hydroxynaphthalen-1-yl)-6,7-dihydropyrido[3,4-d]pyrimidin-8(5H)-one C(C)C=1C(=CC=C2C=C(C=C(C12)N1C(C=2N=CN=CC2CC1)=O)O)F